(4-(1-isopropyl-4-(trifluoromethyl)-1H-imidazol-2-yl)phenyl)methanol C(C)(C)N1C(=NC(=C1)C(F)(F)F)C1=CC=C(C=C1)CO